BrC1=NN(C2=C1C=NC(=C2)Cl)C2=NC(=NC(=C2)C)C(C)(F)F bromo-6-chloro-1-(2-(1,1-difluoroethyl)-6-methylpyrimidin-4-yl)-1H-pyrazolo[4,3-c]pyridine